dimethyl-(4-(trifluoromethyl)benzylsulfonium) triflate [O-]S(=O)(=O)C(F)(F)F.C[S+](CC1=CC=C(C=C1)C(F)(F)F)C